C[C@@H]1CN(C[C@@H](O1)C)C(=O)C=1C2=C(N(N1)CC(=O)N1CCN(CC1)C1=C(C=CC=C1)CC)CCC2 2-{3-[(2R,6S)-2,6-dimethylmorpholine-4-carbonyl]-5,6-dihydrocyclopenta[c]pyrazol-1(4H)-yl}-1-[4-(2-ethylphenyl)piperazin-1-yl]ethan-1-one